3-(aminomethyl)-4,6-dimethylpyridin-2(1H)-one monohydrochloride Cl.NCC=1C(NC(=CC1C)C)=O